[C@H]12CN(C[C@H](CC1)N2)C=2C1=C(N=C(N2)OC[C@H]2N(CCC2)C(C)C)C(=C(N=C1C#C)C1=CC=CC2=CC=C(C(=C12)C#C)F)F 4-(4-((1R,5S)-3,8-diazabicyclo[3.2.1]oct-3-yl)-5-ethynyl-8-fluoro-2-(((S)-1-isopropylpyrrolidin-2-yl)methoxy)pyrido[4,3-d]pyrimidin-7-yl)-5-ethynyl-6-fluoronaphthalen